NCC1=CC(=NC=C1F)NC1C(NC(CC1)=O)=O 3-((4-(Aminomethyl)-5-fluoropyridin-2-yl)amino)piperidine-2,6-dione